O1CCCCC2=C1C=CC=C2 2,3,4,5-tetrahydro-1-benzoxepine